C1CCCC12CNCCC2CN2C(C=C(C=C2)C2=CC=CC=C2)=O 1-((7-azaspiro[4.5]decan-10-yl)methyl)-4-phenylpyridin-2(1H)-one